NC=1N=C(SC1C(C1=CC=C(C=C1)OCC(=O)NC1=CC=C(C=C1)OC)=O)N(C1=CC=C(C=C1)F)C(C(=O)N)C (N-[4-amino-5-[4-[2-(4-methoxyanilino)-2-oxo-ethoxy]benzoyl]thiazol-2-yl]-4-fluoro-anilino)propanamide